FC=1C=C2C(=NNC2=CC1OCCOC)C1=CC(=NO1)C1=CC=C(C=C1)C(=O)N1CC(C1)N1C[C@@H](OCC1)C 5-Fluoro-6-(2-methoxyethoxy)-3-[3-(4-{3-[(2S)-2-methylmorpholin-4-yl]azetidine-1-carbonyl}phenyl)-1,2-oxazol-5-yl]-1H-indazole